C[C@H]1N(C[C@@H](N(C1)C=1SC2=C(N1)C=CC(=C2)C(F)(F)F)C)C(=O)OC2CC1(CN(C1)CC1=CC=C(C=C1)F)C2 2-[(4-fluorophenyl)methyl]-2-azaspiro[3.3]heptan-6-yl (2R,5S)-2,5-dimethyl-4-[6-(trifluoromethyl)-1,3-benzothiazol-2-yl]piperazine-1-carboxylate